N1=C(C=CC=C1C=O)C1=NC=CC=C1 (2,2-bipyridine)-6-formaldehyde